1'-(1,4'-bipiperidin-1'-yl)-8'-chloro-4'H,6'H-spiro[1,3-dioxolane-2,5'-[1,2,4]triazolo[4,3-a][1]benzazepine] N1(CCCCC1)C1CCN(CC1)C1=NN=C2N1C1=C(CC3(C2)OCCO3)C=C(C=C1)Cl